(Z)-3-(3-ethoxy-3-oxopropanoylamino)-4,4,4-trifluorobut-2-enoic acid ethyl ester C(C)OC(\C=C(\C(F)(F)F)/NC(CC(=O)OCC)=O)=O